tert-Butyl 4-[4-(2-hydroxyethyl)piperazin-1-yl]piperidine-1-carboxylate OCCN1CCN(CC1)C1CCN(CC1)C(=O)OC(C)(C)C